C(C)(C)(C)OC(=O)N1CC(C1)N1N=NC(=C1C)C(=O)OCC ethyl 1-(1-tert-butoxycarbonyl azetidin-3-yl)-5-methyl-triazole-4-carboxylate